(2R)-N-((R)-(5-chloro-6-(trifluoromethyl)pyridin-3-yl)(2-(trifluoromethyl)thiazol-4-yl)methyl)-2-methyl-3-oxopiperazine-1-carboxamide ClC=1C=C(C=NC1C(F)(F)F)[C@@H](NC(=O)N1[C@@H](C(NCC1)=O)C)C=1N=C(SC1)C(F)(F)F